(1S,3S)-3-((6-(5-chloro-3-((((cyclobutylmethyl)(methyl)carbamoyl)oxy)methyl)thiophen-2-yl)-2-methylpyridin-3-yl)oxy)cyclohexane-1-carboxylic acid ClC1=CC(=C(S1)C1=CC=C(C(=N1)C)O[C@@H]1C[C@H](CCC1)C(=O)O)COC(N(C)CC1CCC1)=O